N-(4-methoxyphenyl)pyrrolidin-2-one-13C COC1=CC=C(C=C1)N1[13C](CCC1)=O